8-benzyl-1-phenyl-1,3,8-triazaspiro(4.5)decan-4-one C(C1=CC=CC=C1)N1CCC2(C(NCN2C2=CC=CC=C2)=O)CC1